7-fluoro-2-methyl-5-((4-(4-(trifluoromethyl)piperidin-1-yl)phenyl)amino)isoindolin-1-one 5'-propyl-uridine-triphosphate P(O)(=O)(OP(=O)(O)OP(=O)(O)O)OC([C@@H]1[C@H]([C@H]([C@@H](O1)N1C(=O)NC(=O)C=C1)O)O)CCC.FC=1C=C(C=C2CN(C(C12)=O)C)NC1=CC=C(C=C1)N1CCC(CC1)C(F)(F)F